m-aminobenzyl alcohol NC=1C=C(CO)C=CC1